benzyl N-[2-[(2S,6S)-2-methyl-4-(4-nitrophenyl)sulfonyl-6-phenylpiperazin-1-yl]-2-oxoethyl]carbamate C[C@@H]1N([C@H](CN(C1)S(=O)(=O)C1=CC=C(C=C1)[N+](=O)[O-])C1=CC=CC=C1)C(CNC(OCC1=CC=CC=C1)=O)=O